dicyclohexyl-(2-ethoxyphenyl)phosphonium tetrafluoroborate F[B-](F)(F)F.C1(CCCCC1)[PH+](C1=C(C=CC=C1)OCC)C1CCCCC1